F[P-](F)(F)(F)(F)F.C1(=CC=C(C=C1)[S+](C1=CC=C(C=C1)C)C1=CC=C(C=C1)C)C Tri-p-tolyl-sulfonium hexafluorophosphate